NC1=NC=NN2C1=C(C=C2C2=NN(C(C=C2)=O)CC(F)(F)F)N2CCCCC2 1-(4-amino-7-(6-oxo-1-(2,2,2-trifluoroethyl)-1,6-dihydropyridazin-3-yl)pyrrolo[2,1-f][1,2,4]triazin-5-yl)piperidin